(R)-3-((2-amino-3-chloropyridin-4-yl)thio)-6-(1-amino-8-azaspiro[4.5]dec-8-yl)pyrazine-2-carbonitrile NC1=NC=CC(=C1Cl)SC=1C(=NC(=CN1)N1CCC2(CCC[C@H]2N)CC1)C#N